3-(Hydroxymethyl)indoline-3-carboxylic acid ethyl ester C(C)OC(=O)C1(CNC2=CC=CC=C12)CO